N-(1-((4-(ethylamino)-3,4-dioxo-1-(2-oxopyrrolidin-3-yl)butan-2-yl)amino)-4-methyl-1-oxopentan-2-yl)-9-hydroxy-9H-fluorene-9-carboxamide C(C)NC(C(C(CC1C(NCC1)=O)NC(C(CC(C)C)NC(=O)C1(C2=CC=CC=C2C=2C=CC=CC12)O)=O)=O)=O